7-methoxy-1-{[(5R)-3-methyl-2-oxo-1,3-oxazolidin-5-yl]methoxy}isoquinoline-6-carboxamide COC1=C(C=C2C=CN=C(C2=C1)OC[C@H]1CN(C(O1)=O)C)C(=O)N